ethyl disulfide C(C)SSCC